METHANE sulphur [S].C